FC1=CC(=C(C=C1)C1=C(C=NC(=C1)C)C(=O)OC)C#C[Si](C)(C)C methyl 4-(4-fluoro-2-((trimethylsilyl) ethynyl) phenyl)-6-methylpyridine-3-carboxylate